4-chloro-N-(4-fluoro-3-(quinoxaline-6-carbonyl)phenyl)-3-(trifluoromethyl)benzamide ClC1=C(C=C(C(=O)NC2=CC(=C(C=C2)F)C(=O)C=2C=C3N=CC=NC3=CC2)C=C1)C(F)(F)F